C(CC1=CC=CC=C1)N1CCC(CC1)C1OC2=C(O1)C=CC(=C2)C(=O)N 2-(1-phenethylpiperidin-4-yl)benzo[d][1,3]dioxol-5-carboxamide